3-[6-(1,1-diketo-1,4-thiazinan-4-yl)-3-pyridyl]azetidine-1-carboxylic Acid Tert-Butyl Ester C(C)(C)(C)OC(=O)N1CC(C1)C=1C=NC(=CC1)N1CCS(CC1)(=O)=O